ClC1=CC=2N(C(=C1NC(=O)C1=CC(=NN1C1=NC=CC=C1Cl)CN1N=C(N=N1)C(F)(F)F)C(=O)NC)N=CC2 5-Chloro-6-(1-(3-chloropyridin-2-yl)-3-((5-(trifluoromethyl)-2H-tetrazol-2-yl)methyl)-1H-pyrazol-5-carboxamido)-N-methylpyrazolo[1,5-a]pyridin-7-carboxamid